6-Chloro-3-[(1R)-1-(2-imidazo[1,2-a]pyrimidin-6-yl-3,6-dimethyl-4-oxo-chromen-8-yl)ethoxy]pyridine-2-carboxamide ClC1=CC=C(C(=N1)C(=O)N)O[C@H](C)C=1C=C(C=C2C(C(=C(OC12)C=1C=NC=2N(C1)C=CN2)C)=O)C